N-[[(2R,5S)-2-[3-(2-chlorophenoxy)phenyl]-3-oxo-1,4-thiazepan-5-yl]methyl]pyrimidine-2-carboxamide ClC1=C(OC=2C=C(C=CC2)[C@H]2SCC[C@H](NC2=O)CNC(=O)C2=NC=CC=N2)C=CC=C1